O=C1NC(CCC1N1C(C2=CC=C(C=C2C1=O)N1CCN(CC1)C(=O)C1CCN(CC1)C1=CC=C(C=C1)NC=1N=C(N=NC1C(=O)N)N1CCCCC1)=O)=O 5-((4-(4-(4-(2-(2,6-dioxopiperidin-3-yl)-1,3-dioxoisoindolin-5-yl)piperazine-1-carbonyl)piperidin-1-yl)phenyl)amino)-3-(piperidin-1-yl)-1,2,4-triazine-6-carboxamide